methoxy-4-((3-methoxybicyclo[1.1.1]pentan-1-yl)amino)-N-(5-(5-methyl-1H-pyrazol-1-yl)-1,3,4-thiadiazol-2-yl)-2-oxo-2H-pyran-6-carboxamide COC=1C(OC(=CC1NC12CC(C1)(C2)OC)C(=O)NC=2SC(=NN2)N2N=CC=C2C)=O